indolocyclopentanone C1(CCC2=C1C=1C=CC=CC1N2)=O